FC(CN1N=CC=2C1=NC(=CN2)N2CC1(CC1C2)COC2=NC(=CC=C2)C(F)(F)F)F 3-[1-(2,2-Difluoroethyl)-1H-pyrazolo[3,4-b]pyrazin-6-yl]-1-({[6-(trifluoromethyl)pyridin-2-yl]oxy}methyl)-3-azabicyclo[3.1.0]hexane